C(CCCCCCCCCCCCCCCCCCCCCCCCCCCCC)Cl n-triacontyl chloride